1-((S)-4-(8-fluoro-7-(8-chloronaphthalen-1-yl)-2-(((S)-1-methylpyrrolidin-2-yl)methoxy)quinazolin-4-yl)-3-methylpiperazin-1-yl)prop-2-en-1-one FC=1C(=CC=C2C(=NC(=NC12)OC[C@H]1N(CCC1)C)N1[C@H](CN(CC1)C(C=C)=O)C)C1=CC=CC2=CC=CC(=C12)Cl